C(=C)C=1C=C(C=CC1)C1=CCC2=CC=CC=C12 3-(3-vinylphenyl)-1H-indene